3-{4-[(2,3-diamino-4-pyridinyl)oxy]-3-ethylphenyl}-1-[5-(trifluoromethyl)-3-pyridinyl]-2,4-imidazolidinedione NC1=NC=CC(=C1N)OC1=C(C=C(C=C1)N1C(N(CC1=O)C=1C=NC=C(C1)C(F)(F)F)=O)CC